C(#N)B1C(C=C(C=C1)C#N)C#N 1,2,4-tricyano-2H-borinine